C1(CC1)NC(C1=CC(=C(C=C1)C)C=1C=NN(C1)C1=CN=C2N1C=C(C(=C2)OC)S(=O)(=O)C(C)(C)C)=O N-cyclopropyl-3-{1-[7-methoxy-6-(2-methyl-propane-2-sulfonyl)-imidazo[1,2-a]pyridin-3-yl]-1H-pyrazol-4-yl}-4-methyl-benzamide